OCC1=CC=C(C=C1)C(C)N1CC(N(CC1C)C(=O)O)C.ClC1=C(C=CC=C1)CC(=O)NC1=CC(=C(C=C1)C=1N=C(SC1)C(C)(C)O)S(N)(=O)=O 2-(2-chlorophenyl)-N-{4-[2-(2-hydroxypropan-2-yl)-1,3-thiazol-4-yl]-3-sulfamoylphenyl}acetamide 4-(1-(4-(hydroxymethyl)phenyl)ethyl)-2,5-dimethylpiperazine-1-carboxylate